C(C1=CC=CC=C1)OC(N[C@H]1CN(CCC1)C1=NC=NC=2CCC(CC12)=O)=O (R)-(1-(6-oxo-5,6,7,8-tetrahydroquinazolin-4-yl)piperidin-3-yl)carbamic acid benzyl ester